tert-butyl 3,5-dioxopiperazine-1-carboxylate O=C1CN(CC(N1)=O)C(=O)OC(C)(C)C